C(C)(C)(C)OC(=O)NCCCCC(C)N1C(=NC2=C1C(=CC=C2)C2=NC=NN2C)NC(=O)C=2C=C(C(=O)OC(C)(C)C)C=CC2 tert-butyl 3-((1-(6-((tert-butoxycarbonyl)amino)hexan-2-yl)-7-(1-methyl-1H-1,2,4-triazol-5-yl)-1H-benzo[d]imidazol-2-yl)carbamoyl)benzoate